6-((4-(2-ethylhydrazinyl)-5-(trifluoromethyl)pyrimidin-2-yl)amino)-3,4-dihydroquinolin-2(1H)-one C(C)NNC1=NC(=NC=C1C(F)(F)F)NC=1C=C2CCC(NC2=CC1)=O